C(#N)CC(=O)C1=C(O[C@H]2C[C@H](CC2)NC(OC(C)(C)C)=O)C=CC(=C1OC)C tert-butyl ((1S,3R)-3-(2-(2-cyanoacetyl)-3-methoxy-4-methylphenoxy)cyclopentyl)carbamate